C(C)C1=NC2=C(C=C(C=C2NC1=O)CN1CCNCC1)F 4-((2-ethyl-8-fluoro-3-oxo-3,4-dihydroquinoxalin-6-yl)methyl)piperazine